C(C1=CC=CC=C1)N1CCC(CC1)(CO)CCNC(=O)C1CCN(CC1)C1=CC(=C(C=C1)OC(F)(F)F)F N-{2-[1-benzyl-4-(hydroxymethyl)piperidin-4-yl]ethyl}-1-[3-fluoro-4-(trifluoromethoxy)phenyl]piperidine-4-carboxamide